(R)-N-(3,3-difluoro-1-(oxetan-3-yl)piperidin-4-yl)-6-fluoro-5-(1-(2-fluoroethyl)-1H-benzo[d][1,2,3]triazol-6-yl)-4-methoxypyrrolo[2,1-f][1,2,4]triazin-2-amine FC1(CN(CC[C@H]1NC1=NN2C(C(=N1)OC)=C(C(=C2)F)C=2C=CC1=C(N(N=N1)CCF)C2)C2COC2)F